OCC=1C=NN(C1)C[C@H]1OC[C@@H]([C@H]([C@H]1O)O)NC1=NC=CC(=N1)C(F)(F)F (2R,3R,4R,5S)-2-((4-(hydroxymethyl)-1H-pyrazol-1-yl)methyl)-5-((4-(trifluoromethyl)pyrimidin-2-yl)amino)tetrahydro-2H-pyran-3,4-diol